ClC1([C@H]([C@@H]1C1=CC(=CC=C1)F)C(=O)O)Cl trans-2,2-dichloro-3-(3-fluorophenyl)cyclopropane-1-carboxylic acid